3-methyl-1H-pyrrolo[3,2-b]Pyridine CC1=CNC=2C1=NC=CC2